(S)-1-(1-naphthyl)ethyl-ammonium bromide [Br-].C1(=CC=CC2=CC=CC=C12)[C@H](C)[NH3+]